(E)-4,4,4-trifluoro-N-((4-(4-(trifluoromethyl)phenyl)-4,5,6,7-tetrahydropyrazolo[1,5-a]pyrimidin-6-yl)methyl)but-2-enamide FC(/C=C/C(=O)NCC1CN(C=2N(C1)N=CC2)C2=CC=C(C=C2)C(F)(F)F)(F)F